N-(3-morpholinophenylmethyl)oxazol-2-amine O1CCN(CC1)C=1C=C(C=CC1)CNC=1OC=CN1